CN1C(CN(CCC1)C1=CC=C(C(=N1)NC1=CC=C(C(=O)OC)C=C1)[N+](=O)[O-])=O Methyl 4-((6-(4-methyl-3-oxo-1,4-diazepan-1-yl)-3-nitropyridin-2-yl)amino)benzoate